ClC1=C(C=C(C(=O)N(C)C(C)C2=NNC(C3=CC(=C(C=C23)F)F)=O)C=C1)F 4-Chloro-N-(1-(6,7-difluoro-4-oxo-3,4-dihydrophthalazin-1-yl)ethyl)-3-fluoro-N-methylbenzamide